5-methyl-2H-spiro[benzofuran-3,4'-piperidine]-6-carboxylic acid methyl ester COC(=O)C1=CC2=C(C=C1C)C1(CCNCC1)CO2